(4aR)-1-[(2,3-Difluorophenyl)methyl]-4a-ethyl-6,7-dihydro-5H-pyrrolo[1,2-b]pyridazine-2,4-dione FC1=C(C=CC=C1F)CN1N2[C@@](C(CC1=O)=O)(CCC2)CC